NC1=NC(=NC(=N1)N)C1=CC=CC=C1 2,4-Diamino-6-phenyl-1,3,5-triazin